CC=1SC=C(N1)C1=CC=C(OCCC=2C=C3C(=CNC3=CC2)NC(C)=O)C=C1 N-(5-{2-[4-(2-methyl-1,3-thiazol-4-yl)phenoxy]ethyl}-1H-indol-3-yl)acetamide